Bis(t-butylamino)zinc C(C)(C)(C)N[Zn]NC(C)(C)C